3-malonyl-L-histidine methyl ester COC([C@@H](N)CC1=CN=CN1C(CC(=O)O)=O)=O